C12CN(CC(CC1)N2)C2=NC=CC(=N2)NC=2C=C1C=NNC1=CC2 N-(2-(3,8-diazabicyclo[3.2.1]oct-3-yl)pyrimidin-4-yl)-1H-indazol-5-amine